COC(=O)C1=C(C=NC=C1)NC[C@@H]1CCCC2=CC(=CC=C12)S(=O)(=O)C1=CC=CC=C1 3-({[(1R)-6-(benzenesulfonyl)-1,2,3,4-tetrahydronaphthalen-1-yl]methyl}amino)pyridine-4-carboxylic acid methyl ester